5-chloro-2-(4-fluoro-2-methylphenoxy)-N-(2-(N-(2-(methylamino)ethyl)sulfamoyl)pyridin-4-yl)-4-(trifluoromethyl)benzamide ClC=1C(=CC(=C(C(=O)NC2=CC(=NC=C2)S(NCCNC)(=O)=O)C1)OC1=C(C=C(C=C1)F)C)C(F)(F)F